nonadecadiene CCCCCCCCCCCCCCC/C=C/C=C